(S)-N-(1-methoxy-propan-2-yl)-5-(4-(trifluoromethyl)phenyl)-2-naphthamide COC[C@H](C)NC(=O)C1=CC2=CC=CC(=C2C=C1)C1=CC=C(C=C1)C(F)(F)F